Barium oxid [O-2].[Ba+2]